N1(C=NC=C1)C=1N=CC2=C(N1)C(=CC(N2C)=O)NC=2C=NC(=CC2)OCCN2CCOCC2 2-(1H-imidazol-1-yl)-5-methyl-8-((6-(2-morpholinoethoxy)pyridin-3-yl)amino)pyrido[3,2-d]pyrimidin-6(5H)-one